O1CCOC12CCN(CC2)C=2C=C(C=CC2)S(=O)(=O)N2CCC(CC2)NC(OC(C)(C)C)=O tert-Butyl (1-((3-(1,4-dioxa-8-azaspiro[4.5]decan-8-yl)phenyl)sulfonyl)piperidin-4-yl)-carbamate